ClC1=C(C=CC(=C1)C)C=1C=C(C2=C(NC(=N2)CN2CCC(CC2)O)C1)C(=O)O 6-(2-Chloro-4-methylphenyl)-2-[(4-hydroxypiperidin-1-yl)methyl]-1H-benzimidazole-4-carboxylic acid